NC1=C(C(=C(C(=N1)S[C@@H](C(=O)N)C1=CC=CC=C1)C#N)CC)C#N (R)-[(6-amino-3,5-dicyano-4-ethylpyridin-2-yl)sulfanyl]-2-phenylacetamide